3-[(2-aminoethyl)dithio]propionic acid HCl Cl.NCCSSCCC(=O)O